C=CC1=CC=C(C(=C1O)N)C methylene(2-amino-3,6-dimethylphenol)